copper magnesium [Mg].[Cu]